C(C1=CC=CC=C1)OC=1C=CC2=C(SC(=C2OC2=CC=C(O[C@@H]3CN(CC3)CCCF)C=C2)Br)C1 (S)-3-(4-((6-(Benzyloxy)-2-bromobenzo[b]thiophen-3-yl)oxy)phenoxy)-1-(3-fluoropropyl)pyrrolidine